FC1(CC(CC1)CN1CC=C2N1CC[C@H](C(N2C)=O)C2=NC(=NN2)C(=O)NC2CC2)F 1-[(3,3-Difluorocyclopentyl)methyl]-N-(6S)-2-cyclopropyl-4-methyl-5-oxo-7,8-dihydro-6H-pyrazolo[1,5-a][1,3]diazepin-6-yl-1,2,4-triazol-3-carboxamid